5,7-dimethylisobenzofuran-1(3H)-one CC=1C=C2COC(C2=C(C1)C)=O